(S)-4-(3-amino-2-(dimethylamino)propyl)-2-fluorophenol NC[C@H](CC1=CC(=C(C=C1)O)F)N(C)C